2-(7-methoxynaphthalen-1-yl)ethylamine COC1=CC=C2C=CC=C(C2=C1)CCN